rel-trans-(3as,6ar)-1-(tert-butoxycarbonyl)hexahydrocyclopenta[b]pyrrole C(C)(C)(C)OC(=O)N1[C@H]2[C@H](CC1)CCC2 |o1:8,9|